NC1=C(C=CC=C1)NC(CCCCCN1N=CC(=C1)C1=NC2=CC(=CC=C2N=C1)N(CCNC(C)C)C1=CC(=CC(=C1)OC)OC)=O N-(2-Aminophenyl)-6-(4-(7-((3,5-dimethoxyphenyl)(2-(isopropylamino)ethyl)amino)quinoxaline-2-yl)-1H-pyrazol-1-yl)hexanamide